3-(2-(2-(2-aminoethoxy)ethoxy)propionylamino)-N-(4,5-dimethylthiazol-2-yl)benzamide NCCOCCOC(C(=O)NC=1C=C(C(=O)NC=2SC(=C(N2)C)C)C=CC1)C